1-(6-(5-fluoro-2-(4-(2-methoxyethoxy)phenylamino)pyrimidin-4-ylamino)indolin-1-yl)prop-2-en-1-one FC=1C(=NC(=NC1)NC1=CC=C(C=C1)OCCOC)NC1=CC=C2CCN(C2=C1)C(C=C)=O